C(C1=CC=CC=C1)N1N=C(N(C1=O)CC1CCC(CC1)(F)F)CC1=C(C=CC=C1F)Cl 2-benzyl-5-(2-chloro-6-fluorobenzyl)-4-((4,4-difluorocyclohexyl)methyl)-2,4-dihydro-3H-1,2,4-triazol-3-one